5-methoxy-2-((2,2,2-trifluoroethoxy)methyl)aniline COC=1C=CC(=C(N)C1)COCC(F)(F)F